ClC1=CC=C2CN=C(NC2=C1)SCC=1N2C(SC1)=NC(C2)(C)C 3-(((7-chloro-1,4-dihydroquinazolin-2-yl)thio)methyl)-6,6-dimethyl-5,6-dihydroimidazo[2,1-b]thiazole